1-(2-mercaptoethyl)-5-((2-mercaptoethyl)carbamoyl)-1H-pyrrole-2-carboxylic acid SCCN1C(=CC=C1C(NCCS)=O)C(=O)O